Cl.NC1CCC(CC1)NC(C1=CC=C(C=C1)F)=O N-(4-aminocyclohexyl)-4-fluoro-benzamide HCl